FC(N1N=CC(=C1)[N+](=O)[O-])F 1-(difluoromethyl)-4-nitro-pyrazole